CC1(C=2C3=C(C=CC4=CC=C5C=CC=C1C5=C43)C=CC2)C 6,6-Dimethyl-6H-benzo[cd]pyrene